C(C)(C)(C)N([C@@H]1CN(CC1)C1=CC=C2C(=N1)OCC=1C=C(C=CC12)C1=CN=NC(=C1)OC)C (3S)-N-tert-butyl-1-[8-(6-methoxypyridazin-4-yl)-6H-isochromeno[3,4-b]pyridin-3-yl]-N-methylpyrrolidin-3-amine